NC1=NC=CC=C1C1=NC=2C(=NC(=CC2)C2=CC=CC=C2)N1C=1C=C2CCC(C2=CC1)NCCC=1C=CC(=C(C=O)C1)O 5-(2-((5-(2-(2-aminopyridin-3-yl)-5-phenyl-3H-imidazo[4,5-b]pyridin-3-yl)-2,3-dihydro-1H-inden-1-yl)amino)ethyl)-2-hydroxybenzaldehyde